2-(dimethylamino)-8-(1-hydroxyethyl)-3,6-dimethyl-chromen-4-one CN(C=1OC2=C(C=C(C=C2C(C1C)=O)C)C(C)O)C